1,3-difluoro-5,10-dihydro-phenazine FC1=CC(=CC=2NC3=CC=CC=C3NC12)F